N[C@H](CO)C=1C=C(C=CC1)C=1C=C2C(=NN(C2=CC1)C(C)C)COC1=C(C=CC=C1)CC(=O)OCC (S)-ethyl 2-(2-((5-(3-(1-amino-2-hydroxyethyl)phenyl)-1-isopropyl-1H-indazol-3-yl)methoxy)phenyl)acetate